CC(=CCC/C(=C/CC/C(=C/CC/C(=C\\CC/C(=C\\CC/C(=C\\CC/C(=C\\CC/C(=C\\CC/C(=C\\CC/C(=C\\CC/C(=C\\COP(=O)([O-])OP(=O)([O-])O[C@@H]1[C@@H]([C@H]([C@H]([C@H](O1)CO)O)O[C@@H]2[C@@H]([C@H]([C@H]([C@H](O2)CO)O)O[C@H]3[C@@H]([C@H]([C@H]([C@H](O3)CO)O)O)O)NC(=O)C)NC(=O)C)/C)/C)/C)/C)/C)/C)/C)/C)/C)/C)C The molecule is an organophosphate oxoanion arising from deprotonation of both free diphosphate OH groups of beta-D-Gal-(1->3)-alpha-D-GalNAc-(1->3)-alpha-D-GalNAc-diphospho-ditrans,octacis-undecaprenol. It is a conjugate base of a beta-D-Gal-(1->3)-alpha-D-GalNAc-(1->3)-alpha-D-GalNAc-diphospho-ditrans,octacis-undecaprenol.